Hexafluoropropylene ether FC(C1(C(F)(F)O1)F)(F)F